1-allyloxy-2-hydroxypropane-sulfonate C(C=C)OC(C(C)O)S(=O)(=O)[O-]